4-(1-Methyl-azepan-3-yl)-N-[4-methyl-3-(4-pyrazin-2-yl-pyrimidin-2-ylamino)-phenyl]-benzamide CN1CC(CCCC1)C1=CC=C(C(=O)NC2=CC(=C(C=C2)C)NC2=NC=CC(=N2)C2=NC=CN=C2)C=C1